[Al].[Ni] NICKEL-ALUMINUM